N-(1-(4-fluorophenyl)-6-(thiazol-4-yl)-1H-pyrazolo[3,4-d]pyrimidin-4-yl)-5-nitrothiophene-2-carboxamide FC1=CC=C(C=C1)N1N=CC=2C1=NC(=NC2NC(=O)C=2SC(=CC2)[N+](=O)[O-])C=2N=CSC2